OCC[SH+]C (2-hydroxyethyl)-methyl-sulfonium